8-(4-(difluoromethoxy)phenyl)-2-(isopropylamino)-6-(1-methyl-1H-benzo[d]imidazol-6-yl)pyrido[2,3-d]pyrimidin-7(8H)-one FC(OC1=CC=C(C=C1)N1C(C(=CC2=C1N=C(N=C2)NC(C)C)C=2C=CC1=C(N(C=N1)C)C2)=O)F